6-chloro-3-(((2-(4-(2-hydroxyethyl)piperazin-1-yl)ethyl)amino)methylene)quinoline-2,4(1H,3H)-dione ClC=1C=C2C(C(C(NC2=CC1)=O)=CNCCN1CCN(CC1)CCO)=O